creatine zinc [Zn].O=C(O)CN(C)C(N)=N